IC1=CC=C(C=C1)C1N(CCC(C1)N1C(NC2=C1C=CC=C2OC)=O)C(=O)N (4-iodophenyl)-4-(4-methoxy-2-oxo-2,3-dihydro-1H-1,3-benzodiazol-1-yl)piperidine-1-carboxamide